C(C)C=1N=C2N(C=C(C=C2)N2CCN(CC2)CC(=O)N2C[C@@H](CC2)O)C1N(C)C=1SC=C(N1)C1=CC=C(C=C1)F (R)-2-(4-(2-ethyl-3-((4-(4-fluorophenyl)thiazol-2-yl)(methyl)amino)imidazo[1,2-a]pyridin-6-yl)piperazin-1-yl)-1-(3-hydroxypyrrolidin-1-yl)ethanone